tert-butyl 4-((3-(4-(4,4,5,5-tetramethyl-1,3,2-dioxaborolan-2-yl)phenyl)cyclobutyl)methyl)piperazine-1-carboxylate CC1(OB(OC1(C)C)C1=CC=C(C=C1)C1CC(C1)CN1CCN(CC1)C(=O)OC(C)(C)C)C